N-(4-(4-amino-2,3-dimethylphenoxy)pyridin-2-yl)isobutyramide NC1=C(C(=C(OC2=CC(=NC=C2)NC(C(C)C)=O)C=C1)C)C